6-bromo-2-chloro-8-cyclopentyl-5-methyl-pyrido[2,3-d]pyrimidin-7-one BrC1=C(C2=C(N=C(N=C2)Cl)N(C1=O)C1CCCC1)C